(S)-N-(5-(2-amino-[1,2,4]triazolo[1,5-a]pyridin-6-yl)-2-fluorophenyl)-3-phenylisoxazolidine NC1=NN2C(C=CC(=C2)C=2C=CC(=C(C2)N2OCC[C@H]2C2=CC=CC=C2)F)=N1